C1(CC1)C([C@@H](C(=O)NC=1C=NN(C1)CC1=NC=CN=C1OC)NC(=O)C=1N(N=CC1)C(C)C)C1CC1 N-[(1S)-1-(dicyclopropylmethyl)-2-[[1-[(3-methoxypyrazin-2-yl)methyl]pyrazol-4-yl]amino]-2-oxo-ethyl]-2-isopropyl-pyrazole-3-carboxamide